3-[(4R)-4-[2-[5-[(6,7-difluoro-4-methylsulfinyl-1H-indol-5-yl)oxy]-2-fluoro-phenyl]-1H-imidazol-4-yl]-4-methyl-chroman-8-yl]-2,2-dimethyl-propanoic acid FC1=C(C(=C2C=CNC2=C1F)S(=O)C)OC=1C=CC(=C(C1)C=1NC=C(N1)[C@@]1(CCOC2=C(C=CC=C12)CC(C(=O)O)(C)C)C)F